3-(1-ethoxyethoxy)pyrrolidine-1-carboxylic acid (3R)-benzyl ester C(C1=CC=CC=C1)OC(=O)N1CC(CC1)OC(C)OCC